C1CN(CCC12CCNCC2)CC2=CC(=C(C=C2)C=2C=C1C(=CC=NC1=CC2)NC=2C=CC1=C(N=CS1)C2)F N-(6-(4-((3,9-diazaspiro[5.5]undecan-3-yl)methyl)-2-fluorophenyl)quinolin-4-yl)benzo[d]thiazol-5-amine